(Z)-3-(1-((1-((1-Hydroxycyclopropyl)methyl)-1H-pyrazol-4-yl)amino)ethylidene)-5-(4-methylpyridin-3-yl)-1H-pyrrolo[2,3-c]pyridin-2(3H)-one OC1(CC1)CN1N=CC(=C1)N\C(\C)=C\1/C(NC2=CN=C(C=C21)C=2C=NC=CC2C)=O